O1CCC(CC1)NC1=NC=C(C(=N1)C1=CC=C2CN(C(C2=C1)=O)CC(N1CC2=CC=CC=C2CC1)=O)C(=C)C 6-{2-[(oxan-4-yl)amino]-5-(prop-1-en-2-yl)pyrimidin-4-yl}-2-[2-oxo-2-(1,2,3,4-tetrahydroisoquinolin-2-yl)ethyl]-2,3-dihydro-1H-isoindol-1-one